N-[(1S)-2-[4-(3,5-dimethyl-1H-pyrazol-4-yl)anilino]-1-(trans-4-methylcyclohexyl)-2-oxo-ethyl]-2-(2-hydroxy-1-methyl-ethyl)pyrazole-3-carboxamide CC1=NNC(=C1C1=CC=C(NC([C@H]([C@@H]2CC[C@H](CC2)C)NC(=O)C=2N(N=CC2)C(CO)C)=O)C=C1)C